[Mo].[Co].[Ni] Nickel Cobalt Molybdenum